ClC1=NC(=CC=C1C(=O)NS(=O)(=O)C=1C=NN(C1)CCCCC1CC(N(C1)C(=O)OC(C)(C)C)(C)C)N1N=C(C=C1)OCCC1(CC1)C(F)(F)F tert-Butyl 4-[4-[4-[[2-chloro-6-[3-[2-[1-(trifluoromethyl)cyclopropyl] ethoxy]pyrazol-1-yl]pyridine-3-carbonyl]sulfamoyl]pyrazol-1-yl]butyl]-2,2-dimethyl-pyrrolidine-1-carboxylate